N1C(CC2=NC=CC=C21)=O 1,3-dihydro-2H-pyrrolo[3,2-b]Pyridin-2-one